(1-methyl-2-oxo-8-(2-azaspiro[3.5]nonan-2-yl)-2,3,4,5-tetrahydro-1H-benzo[b]azepin-3-yl)-4-phenoxypyridine-2-carboxamide CN1C2=C(CCC(C1=O)C=1C(=NC=CC1OC1=CC=CC=C1)C(=O)N)C=CC(=C2)N2CC1(C2)CCCCC1